N2-(3-Aminosulfonyl-4-methylphenyl)-5-fluoro-N4-[4-(3-pyridylmethoxy)phenyl]-2,4-pyrimidinediamine NS(=O)(=O)C=1C=C(C=CC1C)NC1=NC=C(C(=N1)NC1=CC=C(C=C1)OCC=1C=NC=CC1)F